CN(C(=O)N1CCC(CC1)C1=NN2C(S1)=NC(=C2)C2=CC=C(C=C2)S(=O)(=O)C)C N,N-dimethyl-4-(6-(4-(methylsulfonyl)phenyl)imidazo[2,1-b][1,3,4]thiadiazol-2-yl)piperidine-1-carboxamide